1-(2-(1-methyl-1H-pyrazol-4-yl)cyclopropyl)ethan-1-one CN1N=CC(=C1)C1C(C1)C(C)=O